tert-butyl N-[8-[5-(1-cyano-1-methyl-ethyl)-1,3,4-oxadiazol-2-yl]-5,5,7-trifluoro-2-oxo-1-[[4-(trifluoromethoxy)phenyl]methyl]-3,4-dihydro-1-benzazepin-3-yl]carbamate C(#N)C(C)(C)C1=NN=C(O1)C1=CC2=C(C(CC(C(N2CC2=CC=C(C=C2)OC(F)(F)F)=O)NC(OC(C)(C)C)=O)(F)F)C=C1F